BrC1=CC=C(C=C1)N(C1=CC=C(C=C1)C(CC)C)C1=CC=C(C=C1)Br bis(4-bromophenyl)-4-(1-methylpropyl)aniline